FC=1C=NC=CC1C1=NC=C(C=C1)S(=O)(=O)NC=1C=CC=C2C=NN(C12)C 3'-FLUORO-N-(1-METHYLINDAZOL-7-YL)-[2,4'-BIPYRIDINE]-5-SULFONAMIDE